N-[3-(1,5-dimethyl-6-oxopyridin-3-yl)-4-(oxan-4-yloxy)phenyl]ethanesulfonamide CN1C=C(C=C(C1=O)C)C=1C=C(C=CC1OC1CCOCC1)NS(=O)(=O)CC